FC1=C(C=C(C(=C1)N1CCN(CC1)C1CCOCC1)F)C1=CC2=C(C(=N1)C)C=C(N2C)C2=CC=C(C=C2)S(=O)(=O)C 6-(2,5-Difluoro-4-(4-(tetrahydro-2H-pyran-4-yl)piperazin-1-yl)phenyl)-1,4-dimethyl-2-(4-(methylsulfonyl)phenyl)-1H-pyrrolo[3,2-c]pyridin